N[C@H]1CN(CC1)C1=C(C=C(C=2N(C(=NC21)C(C)C)C)F)NC(=O)C2=NN(C(C=C2)=O)C2=C(C=CC=C2F)F (R)-N-(4-(3-aminopyrrolidin-1-yl)-7-fluoro-2-isopropyl-1-methyl-1H-benzo[d]imidazol-5-yl)-1-(2,6-difluorophenyl)-6-oxo-1,6-dihydropyridazine-3-carboxamide